N-(4-((6S,8R)-7-(2,2-difluoropropyl)-8-methyl-6,7,8,9-tetrahydro-3H-pyrazolo[4,3-f]isoquinolin-6-yl)-3-methoxyphenyl)azetidin-3-amine FC(CN1[C@@H](C2=CC=C3C(=C2C[C@H]1C)C=NN3)C3=C(C=C(C=C3)NC3CNC3)OC)(C)F